2-[(1E)-6,7-dimethoxy-3,4-dihydro-2H-isoquinolin-1-ylidene]acetamide COC=1C=C2CCN\C(\C2=CC1OC)=C\C(=O)N